methyl-4-amino-1-[(2R)-6-amino-2-[[(2R)-2-[[(2R)-2-[[(2R)-2-amino-3-phenyl-propanoyl]amino]-3-phenyl-propanoyl]amino]-5-phenyl-pent-4-ynoyl]amino]hexanoyl]piperidine-4-carboxylic acid CC1N(CCC(C1)(C(=O)O)N)C([C@@H](CCCCN)NC([C@@H](CC#CC1=CC=CC=C1)NC([C@@H](CC1=CC=CC=C1)NC([C@@H](CC1=CC=CC=C1)N)=O)=O)=O)=O